C(CCCCCCC\C=C/CCCCCCCC)(=O)OCC(OC(CCCCCCCCCCCCCCC)=O)COC(CCC)=O 1-oleoyl-2-palmitoyl-3-butyryl-glycerol